N-(3,5-dichloro-4-(trifluoromethyl)phenyl)-2-(4-((1-(2-(2,6-dioxopiperidin-3-yl)-1,3-dioxoisoindolin-5-yl)azetidin-3-yl)ethynyl)-1H-pyrazol-1-yl)-2-methylpropanamide ClC=1C=C(C=C(C1C(F)(F)F)Cl)NC(C(C)(C)N1N=CC(=C1)C#CC1CN(C1)C=1C=C2C(N(C(C2=CC1)=O)C1C(NC(CC1)=O)=O)=O)=O